pyrophosphate Potassium [K+].[O-]P([O-])(=O)OP(=O)([O-])[O-].[K+].[K+].[K+]